N1C(=CC=C1)Cl 1H-pyrrole-2-yl chloride